C(C)OC(C(SC1=NC=CC=C1)(F)F)=O 2,2-difluoro-2-(pyridin-2-ylsulfanyl)acetic acid ethyl ester